C[Si](CCOCN1C=CC2=C1N=CN=C2)(C)C 7-[[2-(TRIMETHYLSILYL)ETHOXY]METHYL]-7H-PYRROLO[2,3-D]PYRIMIDINE